[4-[1-[4-(1,1,2,2,2-pentafluoroethoxy)phenyl]-1H-1,2,4-triazol-3-yl]phenyl] carbamate C(N)(OC1=CC=C(C=C1)C1=NN(C=N1)C1=CC=C(C=C1)OC(C(F)(F)F)(F)F)=O